OC1=C(C=C(C=C1)C1=CC(=C(C=C1)O)[N+](=O)[O-])F 4,4'-dihydroxy-3-fluoro-3'-nitrobiphenyl